(3S,4R,5R,6S)-1-(7-{[4-(4-fluorophenyl)-1,3-thiazol-2-yl]methoxy}heptyl)-3,4,5,6-azepanetetrol FC1=CC=C(C=C1)C=1N=C(SC1)COCCCCCCCN1C[C@@H]([C@H]([C@@H]([C@H](C1)O)O)O)O